6-Bromo-2-(bromomethyl)-3-fluoropyridine BrC1=CC=C(C(=N1)CBr)F